C1(CCC1)C=1C=2N(C=NC1C=1C=NNC1)N=C(N2)NC2CCOCC2 8-cyclobutyl-7-(1H-pyrazol-4-yl)-N-(tetrahydro-2H-pyran-4-yl)-[1,2,4]triazolo[1,5-c]pyrimidin-2-amine